(S)-1-phenyl-1-benzyl-3-(4-chloropyridin-2-yl)propadiene C1(=CC=CC=C1)C(=C=CC1=NC=CC(=C1)Cl)CC1=CC=CC=C1